NC1CCN(CC1)C1=C(N=NC2=CC(=C(C=C12)C1=NC=CC(=C1)C(=O)N)Cl)C1=CC(=CC(=C1)C)Cl 2-[4-(4-aminopiperidin-1-yl)-7-chloro-3-(3-chloro-5-methylphenyl)cinnolin-6-yl]pyridine-4-carboxamide